CC=1N=NN(C1)C1=NC=2N(C=C1)N=CC2C(=O)N 5-(4-methyl-1H-1,2,3-triazol-1-yl)pyrazolo[1,5-a]pyrimidine-3-carboxamide